N1=C(C(=CC=C1)N)C1=NC=CC=C1 2,2'-bipyridine-3-amine